CC1=NC(=NC(=C1)C)N1C[C@@H]2[C@H](C1)CN(C2)C(=O)C=2C(=CN1C=CC=CC21)C=2SC=CN2 ((3aR,6aS)-5-(4,6-dimethylpyrimidin-2-yl)hexahydropyrrolo[3,4-c]pyrrol-2(1H)-yl)(2-(thiazol-2-yl)indolizin-1-yl)methanone